CN(CCN)CCN(CCN)C 4,7-dimethyltriethylenetetramine